N-(5-chloro-2-((3-cyanobenzyl)oxy)-4-((2-methyl-[1,1'-biphenyl]-3-yl)methoxy)benzyl)cyanamide ClC=1C(=CC(=C(CNC#N)C1)OCC1=CC(=CC=C1)C#N)OCC=1C(=C(C=CC1)C1=CC=CC=C1)C